[C+4].C(=O)[O-].C(=O)[O-].C(=O)[O-].C(=O)[O-] format carbon